[Co].[Zn].CC1=C(N=CN1)C dimethylimidazole zinc-cobalt